C1(CC1)CN1C(=CC=2C=CC=3C(CNC3C21)(C)C)C2=NC1=C(N2C)C(=CC(=C1)C(=O)OC)F methyl 2-[1-(cyclopropylmethyl)-6,6-dimethyl-7,8-dihydropyrrolo[3,2-g]indol-2-yl]-7-fluoro-1-methyl-benzimidazole-5-carboxylate